N-(2-(3-(2-((1,5-dimethyl-1H-pyrazol-3-yl)amino)-5-methylpyrimidin-4-yl)-1H-indol-7-yl)-1-oxoisoindolin-4-yl)propane-2-sulfonamide CN1N=C(C=C1C)NC1=NC=C(C(=N1)C1=CNC2=C(C=CC=C12)N1C(C2=CC=CC(=C2C1)NS(=O)(=O)C(C)C)=O)C